(S)-1-(3-chloro-5-methoxyphenyl)-5-(5-(3,5-dimethylisoxazol-4-yl)-1-(1,1-dioxidotetrahydro-2H-thiopyran-4-yl)-1H-benzo[d]imidazol-2-yl)pyrrolidin-2-one ClC=1C=C(C=C(C1)OC)N1C(CC[C@H]1C1=NC2=C(N1C1CCS(CC1)(=O)=O)C=CC(=C2)C=2C(=NOC2C)C)=O